(2S)-3-hydroxy-2-{4-[(2-methylpentyl)oxy]phenyl}-N-[(1R)-1-(2-methylphenyl)ethyl]acrylamide OC=C(C(=O)N[C@H](C)C1=C(C=CC=C1)C)C1=CC=C(C=C1)OC[C@H](CCC)C